4-(3-cyano-6-fluoro-7-(2-fluoro-6-methoxyphenyl)-1-(((S)-1-methylpyrrolidin-2-yl)methyl)-2-oxo-1,2-dihydro-1,8-naphthyridin-4-yl)piperazine-1-carboxylic acid tert-butyl ester C(C)(C)(C)OC(=O)N1CCN(CC1)C1=C(C(N(C2=NC(=C(C=C12)F)C1=C(C=CC=C1OC)F)C[C@H]1N(CCC1)C)=O)C#N